C(C)N1N=CC(=C1)NC1=NC(=C2C(=N1)NN=C2)N[C@H]2CN(CC[C@H]2C)C(C=C)=O 1-((3R,4R)-3-((6-((1-ethyl-1H-pyrazol-4-yl)amino)-1H-pyrazolo[3,4-d]pyrimidin-4-yl)amino)-4-methylpiperidin-1-yl)prop-2-en-1-one